C(C)OC(=O)C=1C(=C(C(=NC1)C1=NC(=CC(=C1C(F)(F)F)C)N(CC1=CC=C(C=C1)OC)CC1=CC=C(C=C1)OC)F)N Ethyl-4-amino-6'-(bis(4-methoxybenzyl)amino)-3-fluoro-4'-methyl-3'-(trifluoromethyl)-[2,2'-Bipyridyl]-5-carboxylate